trans-4-(2-(5-(hydroxymethyl)furan-2-yl)-6-(benzenesulfonyl)imidazo[4,5-d]Pyrrolo[2,3-b]Pyridin-1(6H)-yl)cyclohexanecarbonitrile OCC1=CC=C(O1)C1=NC=2C(=C3C(=NC2)N(C=C3)S(=O)(=O)C3=CC=CC=C3)N1[C@@H]1CC[C@H](CC1)C#N